C1(CC1)C1=NN(C=C1C1=NC=CC2=CN=CC=C12)[C@@H]1C[C@H](C1)CNC=1C=C2C(N(C(C2=CC1)=O)C1C(NC(CC1)=O)=O)=O 5-(((trans-3-(3-cyclopropyl-4-(2,6-naphthyridin-1-yl)-1H-pyrazol-1-yl)cyclobutyl)methyl)amino)-2-(2,6-dioxopiperidin-3-yl)isoindoline-1,3-dione